methyl 2-cyano-5-bromo-benzoate C(#N)C1=C(C(=O)OC)C=C(C=C1)Br